NC=1N=NC(=CC1N1C[C@H](CCC1)C1=C(C=C(C(=O)OC)C=C1F)F)C1=C(C=CC=C1)O |o1:9| Methyl (R*)-4-(1-(3-amino-6-(2-hydroxyphenyl)pyridazin-4-yl)piperidin-3-yl)-3,5-difluorobenzoate